[O-]I(=O)(=O)=O The molecule is a monovalent inorganic anion obtained by deprotonation of periodic acid. It is a monovalent inorganic anion and an iodine oxoanion. It is a conjugate base of a periodic acid.